3-methyl-4-[ethoxybis(trimethylsiloxy)silyl]styrene tert-Butyl-(2S)-2-(((tert-butyldimethylsilyl)oxy)methyl)-3-cyanoazetidine-1-carboxylate C(C)(C)(C)OC(=O)N1[C@@H](C(C1)C#N)CO[Si](C)(C)C(C)(C)C.CC=1C=C(C=C)C=CC1[Si](O[Si](C)(C)C)(O[Si](C)(C)C)OCC